CC1(C(N(C(N1CC1=CC(=NC=C1)NCC1=NC=NC=C1)=O)C1=CC=C(C=C1)C1(CC1)C(F)(F)F)=O)C 5,5-dimethyl-1-((2-((pyrimidin-4-ylmethyl)amino)pyridin-4-yl)methyl)-3-(4-(1-(trifluoromethyl)cyclopropyl)phenyl)imidazolidine-2,4-dione